C(C1=CC=CC=C1)OC1=NC(=CC=C1C1=NN(C2=C(C=CC=C12)N1CC(C1)CC1CCN(CC1)C(=O)OC(C)(C)C)C)OCC1=CC=CC=C1 tert-butyl 4-((1-(3-(2,6-bis(benzyloxy)pyridin-3-yl)-1-methyl-1H-indazol-7-yl) azetidin-3-yl) methyl)piperidine-1-carboxylate